tert-butyl 6'-chloro-1'-(4-(1,1-difluoroethyl)pyrimidin-2-yl)-1',2'-dihydrospiro[piperidine-4,3'-pyrrolo[3,2-c]pyridine]-1-carboxylate ClC1=CC2=C(C=N1)C1(CN2C2=NC=CC(=N2)C(C)(F)F)CCN(CC1)C(=O)OC(C)(C)C